(S)-6-(4-(2-hydroxy-1-phenylethylamino)-5-(1,3,4-oxadiazol-2-yl)pyridin-2-ylamino)-2,2-dimethylfuro[3,2-c]pyridin-3(2H)-one OC[C@H](C1=CC=CC=C1)NC1=CC(=NC=C1C=1OC=NN1)NC1=CC2=C(C=N1)C(C(O2)(C)C)=O